isoxazol-3-yl(4-methoxyphenyl)methanone O1N=C(C=C1)C(=O)C1=CC=C(C=C1)OC